CC1=NOC(=C1C=1C=C(C=CC1OCCO)NC(=O)C1(CC1)F)C N-[3-(3,5-dimethylisoxazol-4-yl)-4-(2-hydroxyethoxy)phenyl]-1-fluoro-cyclopropanecarboxamide